N-(((9H-fluoren-9-yl)methoxy)carbonyl)-S-(diethoxyphosphoryl)cysteine tert-butyl ester C(C)(C)(C)OC([C@@H](NC(=O)OCC1C2=CC=CC=C2C=2C=CC=CC12)CSP(=O)(OCC)OCC)=O